(S)-N-(2-cyclopropyl-1-phenylethyl)-4-(trifluoromethoxy)benzenesulfonamide C1(CC1)C[C@@H](C1=CC=CC=C1)NS(=O)(=O)C1=CC=C(C=C1)OC(F)(F)F